cyclohexane-1,4-diylbis(methylene) (2S,2'S)-bis(2-amino-3-(3,4-dihydroxyphenyl)propanoate) N[C@H](C(=O)OCC1CCC(CC1)COC(C(CC1=CC(=C(C=C1)O)O)N)=O)CC1=CC(=C(C=C1)O)O